BrC=1C=C(C=CC1)C1=NC=2C(=NC=C(C2)C(=O)N(C)OC)N1 (3-bromophenyl)-N-methoxy-N-methyl-3H-imidazo[4,5-b]pyridine-6-carboxamide